S1(CCCC2=CC=CC=C12)=O 3,4-dihydrothiochromene oxide